PYRAZIN-2(1H)-ON N1C(C=NC=C1)=O